3'-bromo-2-phenylspiro[cyclopenta[2,1-b:3,4-b']dipyridine-5,9'-fluorene] BrC=1C=CC=2C3(C4=CC=CC=C4C2C1)C=1C(=NC=CC1)C1=NC(=CC=C13)C1=CC=CC=C1